C(#N)[C@H](CC1=C(C=C(C=C1)C=1C=NN(C1)CC)F)NC(=O)[C@H]1OCCCNC1 (S)-N-((S)-1-cyano-2-(4-(1-ethyl-1H-pyrazol-4-yl)-2-fluorophenyl)ethyl)-1,4-oxazepane-2-carboxamide